3-aminopropionamide dihydrochloride Cl.Cl.NCCC(=O)N